C1=NC(=C(C(=N1)N)NC=O)N The molecule is a member of the class of aminopyrimidines that is 4,6-diaminopyrimidine bearing an additional formamido substituent at position 5. A DNA lesion formed when DNA exposed to ionising radiation. It is an aminopyrimidine and a formamidopyrimidine.